6-(2-chloro-4-fluoro-5-methoxy-phenyl)-3-(6-methyl-5-oxo-2,6-naphthyridin-4-yl)-1H-thieno[3,2-d]pyrimidine-2,4-dione ClC1=C(C=C(C(=C1)F)OC)C1=CC=2NC(N(C(C2S1)=O)C1=CN=CC=2C=CN(C(C12)=O)C)=O